(7-bromo-4-(pyridin-4-ylmethoxy)benzofuran-5-yl)methanol BrC1=CC(=C(C=2C=COC21)OCC2=CC=NC=C2)CO